CN(C(CCCN(CCC[C@H](C(C)C)N1CC2(C1)CN(CC2)C=2N=CN=NC2OC2=C(C(=O)N(C(C)C)CC)C=C(C=C2)F)C)=O)C (R)-2-((5-(2-(6-((4-(dimethylamino)-4-oxobutyl)(methyl)amino)-2-methylhexan-3-yl)-2,6-diazaspiro[3.4]octan-6-yl)-1,2,4-triazin-6-yl)oxy)-N-ethyl-5-fluoro-N-isopropylbenzamide